tris(methylphenyl)bromomethane CC1=C(C=CC=C1)C(Br)(C1=C(C=CC=C1)C)C1=C(C=CC=C1)C